ClC1=CC=C2C(=CNC2=C1Cl)N1C=NC=C1 6,7-Dichloro-3-imidazol-1-yl-1H-indole